N-(3-chloro-4-(4-(5-hydroxypiperidine-3-carbonyl)piperazine-1-carbonyl)phenyl)-5-(4-(cyanomethoxy)-2,3-difluorophenyl)-1-methyl-1H-imidazole-2-carboxamide 2,2,2-trifluoroacetate FC(C(=O)O)(F)F.ClC=1C=C(C=CC1C(=O)N1CCN(CC1)C(=O)C1CNCC(C1)O)NC(=O)C=1N(C(=CN1)C1=C(C(=C(C=C1)OCC#N)F)F)C